FC1=CC=C(C=C1)N1N=C2N(C1=O)[C@@H](CC2)C2=NC=CN=C2 (5S)-2-(4-fluorophenyl)-5-(pyrazin-2-yl)-2,5,6,7-tetrahydro-3H-pyrrolo[2,1-c][1,2,4]triazol-3-one